C(CCC)N1SC(=C(C1)Cl)Cl 2-butyl-4,5-dichloroisothiazol